BrCCCCCC(=O)NC1=CC(=CC=C1)C1C(NC(CC1)=O)=O 6-bromo-N-(3-(2,6-dioxopiperidin-3-yl)phenyl)hexanamide